C1=C(C(=C(C(=C1Br)O)O)O)Br dibromopyrogallol